(S)-11-cyclopentyl-4-ethyl-8-fluoro-4-hydroxy-9-((S)-2,2,2-trifluoro-1-hydroxyethyl)-1,12-dihydro-14H-pyrano[3',4':6,7]indolizino[2,1-b]quinoline-3,6,14(4H,11H)-trione C1(CCCC1)N1C2=C(C(C3=CC(=C(C=C13)[C@@H](C(F)(F)F)O)F)=O)C1=CC3=C(C(N1C2)=O)COC([C@]3(O)CC)=O